C(C)ONC(C1=CN=CC=C1NC1=C(C(=CC=C1)C=1C=NN(C1)C)OC)=O N-ethoxy-4-((2-methoxy-3-(1-methyl-1H-pyrazol-4-yl)phenyl)amino)nicotinamide